4-(6-(2,5-difluorophenyl)-6-(2H-indazol-2-yl)hex-1,3-diyn-1-yl)-1H-pyrrole FC1=C(C=C(C=C1)F)C(CC#CC#CC=1C=CNC1)N1N=C2C=CC=CC2=C1